N1C=C(C2=CC=CC=C12)C1=C2C(=NC=C1)NC(=C2)C2CN(CC2)C(=O)OC(C)(C)C tert-Butyl 3-(4-(1H-indol-3-yl)-1H-pyrrolo[2,3-b]pyridin-2-yl)pyrrolidine-1-carboxylate